(2R)-2-[2-(3-Cyclopropylisoxazol-4-yl)-1,3-oxazol-4-yl]-1,1-difluoro-6-azaspiro[2.5]octane-6-sulfonamide C1(CC1)C1=NOC=C1C=1OC=C(N1)[C@@H]1C(C12CCN(CC2)S(=O)(=O)N)(F)F